ClC=1C=C(C(=NC1)OC(C)C)C1=NN=C(N1C)C1=C(C=CC=C1F)F 5-chloro-3-(5-(2,6-difluorophenyl)-4-methyl-4H-1,2,4-triazol-3-yl)-2-isopropoxypyridine